1-methyloctahydropyrrolo[3,4-b]pyrrole CN1C2C(CC1)CNC2